C[C@@H]1O[C@@H](CN(C1)C1=CC=CC(=N1)C1=NC2=CC(=NC=C2C=C1)C(CC=O)C1=C(C(=O)N)C=CC(=C1S(=O)(=O)C)C)C (1-(2-(6-((cis)-2,6-dimethylmorpholino)pyridin-2-yl)-1,6-naphthyridin-7-yl)-3-oxopropyl)-4-methyl-3-(methylsulfonyl)benzamide